FC1=C2C(=CNC2=CC(=C1C=1C(=NC(=CC1)N1CC2(COC2)C1)OC)F)C=O 4,6-difluoro-5-(2-methoxy-6-(2-oxa-6-azaspiro[3.3]heptan-6-yl)pyridin-3-yl)-1H-indole-3-carbaldehyde